N-(2-(2-((2-methylbenzyl)amino)-5-oxo-5,7-dihydro-6H-pyrrolo[3,4-b]pyridin-6-yl)ethyl)propionamide CC1=C(CNC2=CC=C3C(=N2)CN(C3=O)CCNC(CC)=O)C=CC=C1